ClC1=CC=C(C=C1)C(C#CC1=CC=CC=C1)NC1=CC=CC=C1 N-[1-(4-chlorophenyl)-3-phenyl-2-propynyl]Aniline